O[C@@H]1C[C@H](N(CC1)C(=O)OC(C)(C)C)C (2R,4S)-tert-butyl 4-hydroxy-2-methylpiperidine-1-carboxylate